tert-Butyl (R)-3-(6-(1H-imidazol-1-yl)-4-methylpicolinamido)pyrrolidine-1-carboxylate N1(C=NC=C1)C1=CC(=CC(=N1)C(=O)N[C@H]1CN(CC1)C(=O)OC(C)(C)C)C